(Z)-3,7-diethyl-6-hydroxynon-5-en-4-one C(C)C(CC)C(\C=C(\C(CC)CC)/O)=O